(3S)-4-amino-N-((3S,4r)-3-methoxytetrahydro-2H-pyran-4-yl)-3-methyl-N-((5-(trifluoromethyl)-2-pyridinyl)methyl)-1,3-dihydrofuro[3,4-c]quinoline-8-carboxamide NC1=NC=2C=CC(=CC2C2=C1[C@@H](OC2)C)C(=O)N(CC2=NC=C(C=C2)C(F)(F)F)[C@H]2[C@@H](COCC2)OC